C(C)(=O)OC[C@@H](C(=O)N[C@@H](COC(C)=O)C(=O)OC)N1C(C2=CC=CC(=C2C1)C1=CCCCC1)=O methyl N-((S)-3-acetoxy-2-(4-(cyclohex-1-en-1-yl)-1-oxoisoindolin-2-yl)propanoyl)-O-acetyl-L-serinate